N-[3-chloro-1-(3-pyridyl)-1H-pyrazol-4-yl]-N-ethyl-3-[(3,3,3-trifluoropropyl)sulfinyl]-propionamide ClC1=NN(C=C1N(C(CCS(=O)CCC(F)(F)F)=O)CC)C=1C=NC=CC1